4-Cyclopropyl-N-((S)-(4,4-difluorocyclohexyl)(7-((R*)-1-((3R*,5S)-2-oxo-5-(trifluoromethyl)pyrrolidin-3-yl)ethyl)imidazo[1,2-b]pyridazin-2-yl)methyl)-1,2,5-oxadiazole-3-carboxamide C1(CC1)C=1C(=NON1)C(=O)N[C@H](C=1N=C2N(N=CC(=C2)[C@H](C)[C@@H]2C(N[C@@H](C2)C(F)(F)F)=O)C1)C1CCC(CC1)(F)F |o1:20,22|